COC=1N=C(C2=C(N1)C(N(C2)C(CC2CN(C2)C2=CC(=NC=C2)C(F)(F)F)=O)C)OC 1-(2,4-Dimethoxy-7-methyl-5,7-dihydro-6H-pyrrolo[3,4-d]pyrimidin-6-yl)-2-(1-(2-(trifluoromethyl)pyridin-4-yl)azetidin-3-yl)ethan-1-one